(E)-3-(3-chlorobenzylidene)pyrrolidine-2,5-dione ClC=1C=C(\C=C/2\C(NC(C2)=O)=O)C=CC1